C(N1C(C2(C=3C1=CN=C(C3)NC3=NC1=C(C=CC=C1C=C3)C(F)(F)F)CCC(CC2)=O)=O)([2H])([2H])[2H] 1'-(Methyl-d3)-5'-((8-(trifluoromethyl)quinolin-2-yl)amino)spiro[cyclohexane-1,3'-pyrrolo[2,3-c]pyridine]-2',4(1'H)-dione